BrC1=C(C(N(C=C1)CCCF)=O)OC1=C(C=CC=C1C)C 4-bromo-3-(2,6-dimethylphenoxy)-1-(3-fluoropropyl)pyridin-2(1H)-one